O[C@@H]1C(OC2=CC=CC=C2[C@H]1NC(C1=CC(=CC=C1)C(CC(F)(F)F)N1C(NC(CC1=O)(C)C)=N)=O)(C)C N-[(3S,4R)-3-hydroxy-2,2-dimethyl-chroman-4-yl]-3-[3,3,3-trifluoro-1-(2-imino-4,4-dimethyl-6-oxo-hexahydropyrimidin-1-yl)propyl]benzamide